(S)-2-((4-amino-3-iodo-1H-pyrazolo[3,4-d]pyrimidin-1-yl)methyl)pyrrolidine-1-carboxylic acid tert-butyl ester C(C)(C)(C)OC(=O)N1[C@@H](CCC1)CN1N=C(C=2C1=NC=NC2N)I